2-(2-butyl-4-(trifluoromethyl)-7H-pyrrolo[3,4-h]quinolin-8(9H)-yl)-1,3,4-oxadiazole C(CCC)C1=NC2=C3C(=CC=C2C(=C1)C(F)(F)F)CN(C3)C=3OC=NN3